O-(1-(cyclopropyl(methyl)carbamoyl)azetidin-3-yl) S-hydrogen carbonodithioate C(OC1CN(C1)C(N(C)C1CC1)=O)(=S)S